N-((1r,4r)-4-(2-methoxyethoxy)cyclohexyl)-6-(thiazol-5-yl)picolinamide COCCOC1CCC(CC1)NC(C1=NC(=CC=C1)C1=CN=CS1)=O